4-(6-((4,4-dimethylpiperidin-1-yl)methyl)pyridin-3-yl)-1-oxa-4,9-diazaspiro[5.5]undecan CC1(CCN(CC1)CC1=CC=C(C=N1)N1CCOC2(C1)CCNCC2)C